N-(3-methoxy-4-(1H-pyrrolo[2,3-b]pyridin-5-yl)phenyl)-4-(pyridin-3-yl)benzamide COC=1C=C(C=CC1C=1C=C2C(=NC1)NC=C2)NC(C2=CC=C(C=C2)C=2C=NC=CC2)=O